phenyl-dithiopropane sodium [Na].C1(=CC=CC=C1)SSCCC